(1R,2R)-1-((2R,3R,4S,6R)-4-acetoxy-3-(2-acetoxyacetamido)-6-(benzyloxy)-6-(methoxycarbonyl)tetrahydro-2H-pyran-2-yl)-3-azidopropane-1,2-diyl diacetate C(C)(=O)O[C@H]([C@@H](CN=[N+]=[N-])OC(C)=O)[C@@H]1O[C@](C[C@@H]([C@H]1NC(COC(C)=O)=O)OC(C)=O)(C(=O)OC)OCC1=CC=CC=C1